5-(6-fluoro-2-((4-hydroxybicyclo[2.2.1]heptan-1-yl)amino)-4-methoxypyrrolo[2,1-f][1,2,4]triazin-5-yl)-N-methylpyrazolo[1,5-a]pyridine-3-carboxamide FC=1C(=C2C(=NC(=NN2C1)NC12CCC(CC1)(C2)O)OC)C2=CC=1N(C=C2)N=CC1C(=O)NC